trifluoromethylthionitrogen FC(S[N])(F)F